4-carboxymethyl-phenylboric acid C(=O)(O)CC1=CC=C(C=C1)OB(O)O